FC1=CC=C(C=C1)C1=NN(C=C1C=1C2=C(N=CN1)OC(=C2)C2=NC(=CC=C2)F)CC(C)(O)C {3-(4-fluorophenyl)-4-[6-(6-fluoropyridin-2-yl)furo[2,3-d]pyrimidin-4-yl]-1H-pyrazol-1-yl}-2-methylpropan-2-ol